ClC=1C(=NC(=NC1)NC1CCOCC1)C1=CC(=C2CN(C(C2=C1)=O)CC(=O)O)F 2-(6-{5-chloro-2-[(oxan-4-yl)amino]pyrimidin-4-yl}-4-fluoro-1-oxo-2,3-dihydro-1H-isoindol-2-yl)acetic acid